(t-butoxy)carbohydrazide C(C)(C)(C)ONNC(=O)NN